22-mercaptodocosanoic acid SCCCCCCCCCCCCCCCCCCCCCC(=O)O